C(#N)C=1C=C(C=CC1)N1[C@H]([C@H](CC1)NS(=O)(=O)C)CO[C@@H]1CC[C@@H](CC1)C1=CC=CC=C1 N-((2R,3S)-1-(3-cyanophenyl)-2-((((CIS)-4-phenylcyclohexyl)oxy)methyl)pyrrolidin-3-yl)methanesulfonamide